1-(3-acetyl-6-chloro-2-pyridinyl)-5-methyl-pyrazol-3-carbonitrile C(C)(=O)C=1C(=NC(=CC1)Cl)N1N=C(C=C1C)C#N